(R)-2-(6-(3-fluoropyrrolidin-1-yl)-2-methylpyridin-3-yl)-5-(pyridin-3-yl)-4,5-dihydro-6H-imidazo[1,5-b]pyrazol-6-one hydrogen chloride salt Cl.F[C@H]1CN(CC1)C1=CC=C(C(=N1)C)C=1C=C2N(N1)C(N(C2)C=2C=NC=CC2)=O